COC(=O)C=1C(=NC(=CC1)N1C=NC2=C1C=CC(=C2)N[C@H]2CN(C[C@H]2F)C(=O)OC(C)(C)C)N2N=C(C=C2C)C#N.C(C)(C)(C)OOC(C(C)OOC(C)(C)C)C di(t-butylperoxy)butane methyl-2-(3-cyano-5-methyl-pyrazol-1-yl)-6-[5-[[(3S,4R)-1-tert-butoxycarbonyl-4-fluoro-pyrrolidin-3-yl]amino]benzimidazol-1-yl]pyridine-3-carboxylate